C(CCCCCCC)O[B-](C1=C(C(=C(C(=C1F)F)F)F)F)(C1=C(C(=C(C(=C1F)F)F)F)F)C1=C(C(=C(C(=C1F)F)F)F)F.[K+] potassium (octyloxy)tris(pentafluorophenyl)borate